N-[3-[2-(difluoromethoxy)-5-[3-[rac-(2S)-morpholin-2-yl]phenoxy]phenyl]-1-methyl-pyrazol-4-yl]pyrazolo[1,5-a]pyrimidine-3-carboxamide FC(OC1=C(C=C(C=C1)OC1=CC(=CC=C1)[C@H]1CNCCO1)C1=NN(C=C1NC(=O)C=1C=NN2C1N=CC=C2)C)F |r|